2-(4-bromothiophen-2-yl)acetic acid BrC=1C=C(SC1)CC(=O)O